ClC=1C(=CC(=C(C1)NC1=NC=NC2=CC(=C(C=C12)N)OCCN1CCOCC1)F)OCC1=CC(=CC=C1)F N4-(5-chloro-2-fluoro-4-((3-fluorobenzyl)oxy)phenyl)-7-(2-morpholinoethoxy)quinazoline-4,6-diamine